bismuth tin germanium [Ge].[Sn].[Bi]